α-phenylethanesulfonic acid C1(=CC=CC=C1)C(C)S(=O)(=O)O